FC1(CCC(CC1)CN1N=C(N=N1)C1=CC=C(C=C1)S(=O)(=O)NCCO)F 4-(2-((4,4-difluorocyclohexyl)methyl)-2H-tetrazol-5-yl)-N-(2-hydroxyethyl)benzenesulfonamide